[3-[2-(2,6-dioxo-3-piperidyl)-1-oxo-isoindolin-4-yl]Prop-2-ynyl]Piperazine O=C1NC(CCC1N1C(C2=CC=CC(=C2C1)C#CCN1CCNCC1)=O)=O